calcium orotate C(C1=CC(=O)NC(=O)N1)(=O)[O-].[Ca+2].C(C1=CC(=O)NC(=O)N1)(=O)[O-]